C(C)(C)(C)C1=NOC(=N1)C(=O)N[C@H](C)C1=C(C=C(C=C1)C1=NC(=NC=C1)NC1=CC=C(C=C1)N1CCN(CC1)C(=O)OCC1=CC=CC=C1)C benzyl (R)-4-(4-((4-(4-(1-(3-(tert-butyl)-1,2,4-oxadiazole-5-carboxamido)ethyl)-3-methylphenyl)pyrimidin-2-yl)amino)phenyl)piperazine-1-carboxylate